FC1=CC=CC=C1C=1OC=CC1 6-fluoro-2-phenylfuran